C(C)(C)(C)C1=NC2=CC=CC=C2N(C1)C1=NC=CN=C1 tert-butyl-4-(pyrazin-2-yl)-3,4-dihydroquinoxaline